ClCC1=NC(=NC=C1)[C@@]1(C[C@H](CC1)NS(=O)(=O)C)CC=1C=C(C(=CC1)F)C1=C(C(=C(C=C1)F)F)O N-((1S,3R)-3-(4-(chloromethyl)pyrimidin-2-yl)-3-((3',4',6-trifluoro-2'-hydroxy-[1,1'-biphenyl]-3-yl)methyl)cyclopentyl)methanesulfonamide